4-mercaptobut-2-enoic acid ethyl ester C(C)OC(C=CCS)=O